3-methyl-5-[(prop-2-enylamino)methyl]-7-[4-(trifluoromethoxy)phenyl]benzimidazole-4-carboxamide CN1C=NC2=C1C(=C(C=C2C2=CC=C(C=C2)OC(F)(F)F)CNCC=C)C(=O)N